4,4-difluoro-1-(mercapto(3-methylpyridin-2-yl)methyl)cyclohexan-1-ol FC1(CCC(CC1)(O)C(C1=NC=CC=C1C)S)F